(2R)-N-[(2R)-2-(1-benzylpiperidin-4-yl)-2-hydroxyethyl]-4-(3-cyano-5-fluorophenyl)-2-methylpiperazine-1-carboxamide C(C1=CC=CC=C1)N1CCC(CC1)[C@H](CNC(=O)N1[C@@H](CN(CC1)C1=CC(=CC(=C1)F)C#N)C)O